P(=O)(O)(O)OC[C@@H]1[C@H]([C@H]([C@@H](O1)N1C(=O)N=C(N)C=C1)O)O cytidine mono-phosphate